tert-butyl 1-(6-((2-((3S,4R)-3-fluoro-4-hydroxy-3-methylpiperidin-1-yl)pyrimidin-4-yl)amino)-4-isopropyl-2,7-naphthyridin-1-yl)-1,6-diazaspiro[3.4]octane-6-carboxylate F[C@]1(CN(CC[C@H]1O)C1=NC=CC(=N1)NC=1C=C2C(=CN=C(C2=CN1)N1CCC12CN(CC2)C(=O)OC(C)(C)C)C(C)C)C